FC(C=1C=C(C=C(C1)C(F)(F)F)C1=NN(C=N1)/C=C(/C(=O)N)\C1=CC(=C(C=C1)C1=CC=CC=C1)F)(F)F (E)-3-(3-(3,5-bis(trifluoromethyl)phenyl)-1H-1,2,4-triazol-1-yl)-2-(2-fluorobiphenyl-4-yl)acrylamide